C(C)(C)(C)OC(N(C)[C@H]1CN(CC1)C1=NC=C(N=C1)C(N)=O)=O N-[(3R)-1-(5-carbamoyl-pyrazin-2-yl)pyrrolidin-3-yl]-N-methyl-carbamic acid tert-butyl ester